(2R)-1-(tert-butoxycarbonyl)-2-methylpiperidine-4-carboxylic acid C(C)(C)(C)OC(=O)N1[C@@H](CC(CC1)C(=O)O)C